FC(C(C(C(C(F)F)(F)F)=O)(C(F)(F)F)F)(F)F 1,1,1,2,4,4,5,5-octafluoro-2-trifluoromethylpentan-3-one